heptane bis(trifluoroacetate) FC(C(=O)O)(F)F.FC(C(=O)O)(F)F.CCCCCCC